ClC1=C(C=C(C=C1)F)C1NC(C2=CC=CC(=C12)NC(=S)C1=CC(=CC(=C1)C(F)(F)F)F)=O N-[3-(2-chloro-5-fluorophenyl)-1-oxo-2,3-dihydro-1H-isoindol-4-yl]-3-fluoro-5-(trifluoromethyl)benzene-1-thiocarboamide